B1(OC2=CC=CC=C2O1)CCC 1-propylboronic acid catechol ester